C(C1=CC=CC=C1)OC=1C=C2CCN(C(C2=CC1OC)CCC1=CNC2=CC=C(C=C12)F)CC1CCOCC1 6-(benzyloxy)-1-(2-(5-fluoro-1H-indol-3-yl)ethyl)-7-methoxy-2-((tetrahydro-2H-Pyran-4-yl)methyl)-1,2,3,4-tetrahydroisoquinoline